ClC=1C=CC(=C(C1)C1=CC(N(C=C1OC)C(C(=O)OC(C)(C)C)CCOC)=O)C1=NOC=C1 tert-butyl 2-{4-[5-chloro-2-(1,2-oxazol-3-yl) phenyl]-5-methoxy-2-oxopyridin-1(2H)-yl}-4-methoxybutyrate